COC1=CC=CC2=C1S(CC1=C2N(N=C1C(=O)N1C(COCC1)C=O)C1=CC=C(C=C1)CN1CCOCC1)(=O)=O 4-(6-methoxy-1-(4-(morpholinomethyl)phenyl)-5,5-dioxo-1,4-dihydrothiochromeno[4,3-c]pyrazole-3-carbonyl)morpholine-3-carbaldehyde